4-benzyloxy-2,6-dimethoxybenzaldehyde C(C1=CC=CC=C1)OC1=CC(=C(C=O)C(=C1)OC)OC